(S)-3-methyl-4-methylenepiperidin-1,3-dicarboxylic acid-1-(tert-butyl) ester C(C)(C)(C)OC(=O)N1C[C@](C(CC1)=C)(C(=O)O)C